C1(CCCC1)CN(S(=O)(=O)Cl)C (cyclopentylmethyl)(methyl)sulfamoyl chloride